N-benzyl-3-((1r,2r)-2-((2-chlorophenyl)amino)-5-oxo-1-phenylcyclopent-3-en-1-yl)-2,2-difluoropropionamide C(C1=CC=CC=C1)NC(C(C[C@]1([C@@H](C=CC1=O)NC1=C(C=CC=C1)Cl)C1=CC=CC=C1)(F)F)=O